N-(8,9-difluoro-4-hydroxy-6-oxo-1,2,3,4,5,6-hexahydrophenanthridin-1-yl)-N-methyl-1H-indole-2-carboxamide FC=1C=C2C(NC=3C(CCC(C3C2=CC1F)N(C(=O)C=1NC2=CC=CC=C2C1)C)O)=O